(2,2'-dimethyl-[1,1'-biphenyl]-3,3'-diyl)bis(5-(guanidinomethyl)-1,3,4-thiadiazole-2-carboxamide) CC1=C(C=CC=C1NC(=O)C=1SC(=NN1)CNC(=N)N)C1=C(C(=CC=C1)NC(=O)C=1SC(=NN1)CNC(=N)N)C